OCCCCCNCCCCCC(=O)[O-] 6-((5-hydroxypentyl)amino)hexanoate